NCCC[SiH2]C(OC)OC 3-Aminopropyl-di-methoxymethylsilan